[Cl-].BrC1=CC=C(C=C1)C=1N(C=[N+]2C1C=1NC3=CC=CC=C3C1C=C2)C2=C(C=CC=C2)F 1-(4-Bromophenyl)-2-(2-fluorophenyl)-2,11-dihydroimidazo[1',5':1,2]pyrido[3,4-b]indol-4-ium chloride